C1(=CC=CC=C1)N1C(=CC=C1)C=O 1-Phenyl-1H-pyrrole-2-carbaldehyde